N-((1R,3R)-3-aminocyclopentyl)-5-(2-methyl-4-phenoxyphenyl)-4-oxo-4,5-dihydro-3H-1-thia-3,5,8-triazaacenaphthylene-2-carboxamide N[C@H]1C[C@@H](CC1)NC(=O)C=1SC=2N=CC=C3N(C(NC1C23)=O)C2=C(C=C(C=C2)OC2=CC=CC=C2)C